COC1=C(C(=CC=C1)OC)S(=O)(=O)NC1=NOC2=C1C(=CC(=C2)C2=CC=NC=C2)OC 2,6-dimethoxy-N-(4-methoxy-6-(pyridin-4-yl)benzo[d]isoxazol-3-yl)benzenesulfonamide